C(C1=CC=CC=C1)OC(=O)N[C@@H]1[C@H]([C@@H]2C(C[C@H]1CC2)(F)F)C(=O)OCC ethyl (1R,2S,3S,4R)-3-(((benzyloxy)carbonyl)amino)-6,6-difluorobicyclo[2.2.2]octane-2-carboxylate